C(CCCCCC(C)C)OC(=O)C1C(CCCC1)C(=O)OCCCCCCC(C)C 1,2-cyclohexanedicarboxylic acid di(isononyl) ester